S1C(=CC2=C1C=CC=C2)C(=O)N2CCC(CC2)CCCCNC(=O)C2=CC=1C=NC=CC1N2 N-(4-{1-[(1-benzothiophen-2-yl)carbonyl]piperidin-4-yl}butyl)-1H-pyrrolo[3,2-c]pyridine-2-carboxamide